C(C)OP(=O)(OCC)CCCC1CCN(CCC1)C(=O)OC(C)(C)C tert-butyl 4-(3-(diethoxy phosphoryl)propyl)azepane-1-carboxylate